NCCCC[Si](OCC)(OCC)OCC delta-aminobutyl-triethoxysilane